4-(1-tert-butoxycarbonyl-piperidin-4-yl)-5-bromo-indolin-2-one C(C)(C)(C)OC(=O)N1CCC(CC1)C1=C2CC(NC2=CC=C1Br)=O